C=C1NCOCC1 4-methylene-1,3-oxazinane